(2S)-N-[(3R)-7-(5-tert-butyl-1,3,4-oxadiazol-2-yl)-5-[(4-chlorophenyl)methyl]-8-fluoro-1,1,4-trioxo-2,3-dihydro-1lambda6,5-benzothiazepin-3-yl]-2-(methylamino)propanamide C(C)(C)(C)C1=NN=C(O1)C=1C(=CC2=C(N(C([C@H](CS2(=O)=O)NC([C@H](C)NC)=O)=O)CC2=CC=C(C=C2)Cl)C1)F